4-(4-propenoyl-2-methylpiperazin-1-yl)-6-fluoro-7-(2-fluoro-6-hydroxyphenyl)-1-(2-isopropyl-4-methylpyridin-3-yl)pyrido[2,3-d]pyrimidin-2(1H)-one C(C=C)(=O)N1CC(N(CC1)C=1C2=C(N(C(N1)=O)C=1C(=NC=CC1C)C(C)C)N=C(C(=C2)F)C2=C(C=CC=C2O)F)C